[Pt].C[Si](O[Si](C=C)(C=C)C)(C)C tetramethyl-divinyl-disiloxane platinum (0)